NC=1N=CC(=NC1C(NC=1C=NC=CC1N1CCOCC1)=O)N1CCN(CC1)C(=O)OC(C)(C)C tert-Butyl 4-(5-amino-6-((4-morpholinopyridin-3-yl)carbamoyl)pyrazin-2-yl)piperazine-1-carboxylate